3-diphenylphosphinobenzenesulfonic acid triethylamine salt C(C)N(CC)CC.C1(=CC=CC=C1)P(C=1C=C(C=CC1)S(=O)(=O)O)C1=CC=CC=C1